butylcarboxymethyl sulfone C(CCC)C(C(=O)O)S(=O)(=O)C(CCCC)C(=O)O